2-(3-ethylsulfonylimidazo[1,2-a]pyridin-2-yl)-1-methyl-6-(trifluoromethoxy)imidazo[4,5-c]quinoline C(C)S(=O)(=O)C1=C(N=C2N1C=CC=C2)C=2N(C1=C(C=NC=3C(=CC=CC13)OC(F)(F)F)N2)C